3α-Hydroxy-5α-androstan-17-one O[C@H]1C[C@@H]2CC[C@H]3[C@@H]4CCC([C@@]4(C)CC[C@@H]3[C@]2(CC1)C)=O